CC(C)S(=O)(=O)O.C(C)S(=O)(=O)OC methyl ethanesulfonate (methyl ethanesulfonate)